(3S,4R,6R)-4-(4-fluoro-2-methoxyphenyl)-6-methyl-6-(trifluoromethyl)tetrahydro-2H-pyran-3-carboxylic acid FC1=CC(=C(C=C1)[C@H]1[C@@H](CO[C@](C1)(C(F)(F)F)C)C(=O)O)OC